2,6-di-tert-amylphenol C(C)(C)(CC)C1=C(C(=CC=C1)C(C)(C)CC)O